tert-butyloxycarbonyl-N'-trityl-L-histidine C(C)(C)(C)OC(=O)N[C@@H](CC1=CN(C=N1)C(C1=CC=CC=C1)(C1=CC=CC=C1)C1=CC=CC=C1)C(=O)O